C(C)OC(=O)C=1N(C2=CC=C(C=C2C1C)S(N(CC)C1=C(C=C(C=C1)Cl)CN(C(=O)C1CC1)CC=1OC=CC1)(=O)=O)C 5-(N-(4-chloro-2-((N-(furan-2-ylmethyl)cyclopropanecarboxamido)methyl)phenyl)-N-ethylsulfamoyl)-1,3-Dimethyl-1H-indole-2-carboxylic acid ethyl ester